CC(C)CCC(C(CCC)C)C 2,5,6-trimethylnonane